C(C)OC(COC1=CC(=NC=C1OC)Br)=O.FC1=C(C(=O)C2C(N(CC2)C2=NC=3N(C=C2)N=CC3)=O)C=C(C=C1)F 3-(2,5-difluorobenzoyl)-1-(pyrazolo[1,5-a]pyrimidine-5-yl)pyrrolidine-2-one ethyl-2-((2-bromo-5-methoxypyridin-4-yl)oxy)acetate